5-propylhydantoin C(CC)C1C(NC(N1)=O)=O